C(=O)C=1C=NN(C1)C1CC2CCC(C1)N2C(=O)OC(C)(C)C tert-butyl 3-(4-formylpyrazol-1-yl)-8-azabicyclo[3.2.1]octane-8-carboxylate